ClC=1C(=NC=C(C(=O)Cl)C1)Cl 5,6-dichloronicotinoyl chloride